7-(diethylamino)-4-(4-(hydroxymethyl)phenoxy)-2-oxo-2H-chromene-3-carbaldehyde C(C)N(C1=CC=C2C(=C(C(OC2=C1)=O)C=O)OC1=CC=C(C=C1)CO)CC